BrC1=CC=C(C=C1)C(CC(=C(F)F)C1=CC=CC=C1)=O 1-(4-bromophenyl)-4,4-difluoro-3-phenyl-3-buten-1-one